5-(2-fluorophenyl)-1H-pyrrole-3-sulfonamide FC1=C(C=CC=C1)C1=CC(=CN1)S(=O)(=O)N